NCCCN(CCCN)CCCCCCCCCC N-(3-aminopropyl)-N-decyl-1,3-propanediamine